The molecule is an N-acyl-1-deoxy-4-hydroxysphinganine in which the acyl group on nitrogen is hexacosanoyl and in which C-1 is substituted by a cyclitolic [(1S,2S,3R,4R,5S)-2,3,4,5-tetrahydroxycyclohexyl] amino group. It is a synthetic analogue of the CD1d-presented agonist alpha-galactosylceramide. It has a role as an epitope. It is an amino cyclitol and a N-acyl-1-deoxy-4-hydroxysphinganine. CCCCCCCCCCCCCCCCCCCCCCCCCC(=O)N[C@@H](CN[C@H]1C[C@@H]([C@H]([C@@H]([C@H]1O)O)O)O)[C@@H]([C@@H](CCCCCCCCCCCCCC)O)O